NC1=C(C2=C(S1)C(C(CC2)(C2=CC=CC=C2)C)=O)C(=O)N 2-Amino-6-methyl-7-oxo-6-phenyl-4,5,6,7-tetrahydrobenzo[b]thiophene-3-carboxamide